CC=1N=C2N(N=C(C=C2)C2=CNC=3N=C(N=CC32)NC3=CC(=CC=C3)N3CCN(CC3)C)C1 5-(2-methylimidazo[1,2-b]pyridazin-6-yl)-N-(3-(4-methylpiperazin-1-yl)phenyl)-7H-pyrrolo[2,3-d]pyrimidin-2-amine